2,4,6-trifluoromethylphenylboroxine FCC1=C(C(=CC(=C1)CF)CF)B1OBOBO1